NC(CC)(N)N diaminopropanamine